CC=1C=C(C=CC1)C1=NOC(N1)=O 3-(3-methylphenyl)-1,2,4-oxadiazol-5(4H)-one